N-((1s,4s)-4-(4-amino-3-(4-phenoxyphenyl)-1H-pyrazolo[3,4-d]pyrimidin-1-yl)cyclohexyl)acrylamide NC1=C2C(=NC=N1)N(N=C2C2=CC=C(C=C2)OC2=CC=CC=C2)C2CCC(CC2)NC(C=C)=O